(R)-N,N-Dimethyl-1-(1-(pyrrolidin-3-yl)azetidin-3-yl)methanamine CN(CC1CN(C1)[C@H]1CNCC1)C